(E)-2-(2-bromo-5-fluorostyryl)-3-hydroxy-4H-pyran-4-one BrC1=C(/C=C/C=2OC=CC(C2O)=O)C=C(C=C1)F